2-(3-chlorophenyl)-5-(furan-3-yl)-N4-(piperidin-4-yl)pyrimidine-2,4-diamine ClC=1C=C(C=CC1)C1(NC=C(C(=N1)NC1CCNCC1)C1=COC=C1)N